5-(3-((1-(2-(4-(4-chloro-1,2-bis(4-hydroxyphenyl)but-1-en-1-yl)phenoxy)ethyl)piperidin-4-yl)methyl)-3,8-diazabicyclo[3.2.1]octan-8-yl)-2-(2,6-dioxopiperidin-3-yl)isoindoline-1,3-dione ClCCC(=C(C1=CC=C(C=C1)O)C1=CC=C(OCCN2CCC(CC2)CN2CC3CCC(C2)N3C=3C=C2C(N(C(C2=CC3)=O)C3C(NC(CC3)=O)=O)=O)C=C1)C1=CC=C(C=C1)O